chloro-5-(1-ethoxyvinyl)-1,2,4-thiadiazole ClC1=NSC(=N1)C(=C)OCC